4-fluoro-1-methyl-8-(pyridin-4-yl)-2-(trifluoromethyl)chromeno[7,8-d]imidazol-6(1H)-one FC1=CC=2C(C=C(OC2C2=C1N=C(N2C)C(F)(F)F)C2=CC=NC=C2)=O